1-(6-Bromo-3-pyridyl)-4,4,4-trifluoro-butane-1,3-dione BrC1=CC=C(C=N1)C(CC(C(F)(F)F)=O)=O